N-dodecyl-itaconimide C(CCCCCCCCCCC)N1C(C(=C)CC1=O)=O